COC(CNCC1=C(C=C(C=C1)OC)OC)=O (2,4-dimethoxybenzyl)glycine methyl ester